CC(C)(C#CC(C)(OOC(C)(C)CC)C)OOC(C)(C)CC 2,5-dimethyl-2,5-di(tert-amylperoxy)hexyne